behenyl ether sulfate S(=O)(=O)(O)O.C(CCCCCCCCCCCCCCCCCCCCC)OCCCCCCCCCCCCCCCCCCCCCC